3-tert-butyl-6-methylsalicylic acid C(C)(C)(C)C1=C(C(C(=O)O)=C(C=C1)C)O